[Li+].[N+](=O)([O-])[O-] The molecule is the inorganic nitrate salt of lithium. It has a role as an oxidising agent. It is an inorganic nitrate salt and a lithium salt.